COC(C1=C(C(=CC=C1)N(CC1CC1)C(C1=CC=C(C=C1)F)=O)F)=O 3-(N-(cyclopropylmethyl)-4-fluorobenzoyl-amino)-2-fluorobenzoic acid methyl ester